(1-((2-(trimethylsilyl)ethoxy)methyl)-1H-pyrazol-4-yl)benzoic acid C[Si](CCOCN1N=CC(=C1)C1=C(C(=O)O)C=CC=C1)(C)C